potassium perfluorooctanesulfonyl glutamate N[C@@H](CCC(=O)[O-])C(=O)OS(=O)(=O)C(C(C(C(C(C(C(C(F)(F)F)(F)F)(F)F)(F)F)(F)F)(F)F)(F)F)(F)F.[K+]